COC1=C(C(=CC=C1)C)B(O)O (2-METHOXY-6-METHYLPHENYL)BORONIC ACID